C1(CC1)N1N=CC(=C1)[C@H]1OCC[C@H](C1)C=1C=C(C=2N(N1)C(C(=C(N2)C)C)=O)C21CC(C2)(C1)C(F)F 7-[(2S,4R)-2-(1-cyclopropylpyrazol-4-yl)tetrahydropyran-4-yl]-9-[3-(difluoromethyl)-1-bicyclo[1.1.1]pentanyl]-2,3-dimethyl-pyrimido[1,2-b]pyridazin-4-one